C(C)(C)C=1N=C(C=2N(C1)C=CC2)N2C[C@H](CC2)NC(=O)C2=NN(C=N2)C2=CC=CC=C2 N-[(3S)-1-(3-isopropylpyrrolo[1,2-a]pyrazin-1-yl)pyrrolidin-3-yl]-1-phenyl-1,2,4-triazole-3-carboxamide